bis(2-butyloctyl)10-(5-amino-N-decyl-2-fluoropentanoylamino)nonadecanedioic acid C(CCC)C(CC(C(=O)O)(CCCCCCCC(CCCCCCCCC(=O)O)N(CCCCCCCCCC)C(C(CCCN)F)=O)CC(CCCCCC)CCCC)CCCCCC